bis[4-acetyloxyphenyl]phenylsulfonium bis(trifluoromethylsulfonyl)imide [N-](S(=O)(=O)C(F)(F)F)S(=O)(=O)C(F)(F)F.C(C)(=O)OC1=CC=C(C=C1)[S+](C1=CC=CC=C1)C1=CC=C(C=C1)OC(C)=O